C(C)(C)(C)C1=CC=C(C=C1)[C@H](C)NC(=O)C1=CC=C2C(=C(N(C2=C1)C)C)CC=1C=C(O[C@@H](C(=O)OC)C)C=CC1Cl methyl (R)-2-(3-((6-(((S)-1-(4-(tert-butyl)phenyl)ethyl)carbamoyl)-1,2-dimethyl-1H-indol-3-yl)methyl)-4-chlorophenoxy)propanoate